CC(C(=O)OCCCCNC(C=CC1=CC=CC=C1)=O)=CC 4-cinnamoylaminobutyl (1de)-2-methylbut-2-enoate